(R)-(2-chloro-6-(3-methylmorpholino)pyridin-4-yl)methanol ClC1=NC(=CC(=C1)CO)N1[C@@H](COCC1)C